2,3-dihydro-1,5-benzothiazepine S1CCC=NC2=C1C=CC=C2